perfluoro(ethylvinyl)ether FC(=C(C(C(F)(F)F)(F)F)F)OC(=C(F)C(C(F)(F)F)(F)F)F